N1C(NC2=CC=CC=C12)=O azaoxindole